BrC1=NNC2=C(C(=C(C=C12)[N+](=O)[O-])F)C(=O)O 3-bromo-6-fluoro-5-nitro-1H-indazole-7-carboxylic acid